COC1=C(C=CC(=C1)N1CCOCC1)C1(N=C(C=2C(=N1)NNC2C=2C=NN(C2)C)NC2CCOCC2)N 6-(2-methoxy-4-morpholinophenyl)-3-(1-methyl-1H-pyrazol-4-yl)-N4-(tetrahydro-2H-pyran-4-yl)-1H-pyrazolo[3,4-d]pyrimidine-4,6-diamine